C(C)P(C1=C(C=CC=C1)C)C1=C(C=CC=C1)C ethylbis(2-methylphenyl)-phosphine